1-((2-chloropyridin-5-yl)methyl)-2-ethyl-8-nitro-2,3-dihydro-1H-imidazo[1,2-a]pyridin-4-ium ClC1=NC=C(C=C1)CN1C(C[N+]2=C1C(=CC=C2)[N+](=O)[O-])CC